(E)-N-(4-(4-chloro-3-fluorophenyl)thiazol-2-yl)-5-((2-hydroxy-3-methoxybenzylidene)amino)-3-methylpyridine-2-sulfonamide ClC1=C(C=C(C=C1)C=1N=C(SC1)NS(=O)(=O)C1=NC=C(C=C1C)/N=C/C1=C(C(=CC=C1)OC)O)F